(Z)-3-fluoro-2-[[2-(4-fluorophenyl)-1,2,3,4-tetrahydroquinolin-6-yl]oxymethyl]prop-2-en-1-ylamine hydrochloride Cl.F\C=C(\CN)/COC=1C=C2CCC(NC2=CC1)C1=CC=C(C=C1)F